FC(C(=O)[O-])(F)F.C(=O)(O)[C@H]1C[C@@H](CN1)[N+](C)(C)C (3S,5R)-5-carboxy-N,N,N-trimethylpyrrolidin-3-aminium trifluoroacetate salt